trans-N-(4-((4-(3-cyclopropylphenyl)-5-fluoropyrimidin-2-yl)amino)cyclohexyl)-1'-(4-((2,6-dioxopiperidin-3-yl)amino)-2-fluorophenyl)-3',3'-difluoro-[1,4'-bipiperidine]-4-carboxamide C1(CC1)C=1C=C(C=CC1)C1=NC(=NC=C1F)N[C@@H]1CC[C@H](CC1)NC(=O)C1CCN(CC1)C1C(CN(CC1)C1=C(C=C(C=C1)NC1C(NC(CC1)=O)=O)F)(F)F